CN(C(OC(C)(C)C)=O)[C@H]1CNCC1 |r| racemic-tert-butyl N-methyl(pyrrolidin-3-yl)carbamate